(9S)-9-[4-(3-chlorophenoxy)phenyl]-3,4,6,7,8,9-hexahydropyrido[2,1-c][1,2,4]thiadiazine 2,2-dioxide ClC=1C=C(OC2=CC=C(C=C2)[C@@H]2CCCN3C2=NS(CC3)(=O)=O)C=CC1